ethyl 3-hydroxy-4-pentenoate OC(CC(=O)OCC)C=C